(±)-(5,5,8A-trimethyloctahydro-1H-spiro[naphthalene-2,2'-oxirane]-1-yl)methanol CC1(C2CCC3(OC3)C(C2(CCC1)C)CO)C